FC1=CC=C(C=N1)C1=CN2C(S1)=C(C=N2)C(=O)NC=2C=C(C=NC2C)NC(OC(C)(C)C)=O tert-butyl (5-(2-(6-fluoropyridin-3-yl)pyrazolo[5,1-b]thiazole-7-carboxamido)-6-methylpyridin-3-yl)carbamate